methyl-n-propylcarbinol CC(O)CCC